N(=O)CNCCCC(O)C=1C=NC=CC1 4-(N-nitrosomethylamino)-1-(3-pyridyl)-1-butanol